N1(N=CC2=CC=CC=C12)NC1=NC=C(C(=N1)NC1=C(C=CC=C1)P(C)C)Cl (2-((2-((1H-Indazol-yl)amino)-5-chloropyrimidin-4-yl)amino)phenyl)dimethylphosphine